OC[C@H](C1=CC=CC=C1)NC1=CC(=NC=C1C1=NC(=NO1)N1CCOCC1)NC1=CC=C2C(=N1)N(NC2=O)C (S)-6-((4-((2-hydroxy-1-phenylethyl)amino)-5-(3-morpholino-1,2,4-oxadiazol-5-yl)pyridin-2-yl)amino)-1-methyl-1,2-dihydro-3H-pyrazolo[3,4-b]pyridin-3-one